1,4,5-triacetyl-2,3,6-trimethylglucitol C(C)(=O)C([C@](O)([C@@](O)([C@](O)([C@](O)(C(O)C)C(C)=O)C(C)=O)C)C)O